C(C(C)C)S(=O)(=O)C1=C(OC2=C(C=C(C=C2)C2=NOC(=N2)CN2C(N(C3(C2=O)CCN(CC3)C(=O)C=3C=NC=NC3)CCN3CCOCC3)=O)C(F)(F)F)C=CC=C1 3-((3-(4-(2-(isobutylsulfonyl)phenoxy)-3-(trifluoromethyl)phenyl)-1,2,4-oxadiazol-5-yl)methyl)-1-(2-morpholinoethyl)-8-(pyrimidine-5-carbonyl)-1,3,8-triazaspiro[4.5]decane-2,4-dione